4-(3-amino-1-(3-(1-(methylsulfonyl)-1H-pyrazol-4-yl)phenyl)-1H-pyrazol-5-yl)-2-fluorobenzonitrile NC1=NN(C(=C1)C1=CC(=C(C#N)C=C1)F)C1=CC(=CC=C1)C=1C=NN(C1)S(=O)(=O)C